dicyclopentylbis(methoxymethyl)silane C1(CCCC1)[Si](COC)(COC)C1CCCC1